[Na+].C(C=C)NCC(CS(=O)(=O)[O-])O 3-(allylamino)-2-hydroxypropane-1-sulfonic acid sodium salt